(S)-4-Hydroxy-2-pyrrolone OC1=CC(N=C1)=O